NC=1C2=C(N=CN1)N(C=C2C2=NN(C=C2)C)[C@H]2[C@@H]([C@@H]([C@H](C2)CNCCCNCCC2=CC=CC=C2)O)O (1R,2S,3R,5R)-3-[4-amino-5-(1-methylpyrazol-3-yl)pyrrolo[2,3-d]pyrimidin-7-yl]-5-[({3-[(2-phenylethyl)amino]propyl}amino)methyl]cyclopentane-1,2-diol